4-(4-fluoro-3-(3-(methyl-(pyridin-2-ylmethyl)amino)azetidine-1-carbonyl)benzyl)phthalazin-1(2H)-one FC1=C(C=C(CC2=NNC(C3=CC=CC=C23)=O)C=C1)C(=O)N1CC(C1)N(CC1=NC=CC=C1)C